(4aS,8aS)-6-(3-methoxy-1H-pyrazolo[3,4-b]pyridin-5-yl)-N-(1-methyl-2-oxo-5-(trifluoromethyl)-1,2-dihydropyridin-3-yl)octahydro-1H-pyrido[3,4-b][1,4]oxazine-1-carboxamide COC1=NNC2=NC=C(C=C21)N2C[C@@H]1OCCN([C@H]1CC2)C(=O)NC=2C(N(C=C(C2)C(F)(F)F)C)=O